(3-(5-(5-(2,3-Dihydro-1H-inden-4-yl)-6-methoxy-1H-pyrazolo[4,3-b]pyridin-3-yl)pyridin-2-yl)azetidin-1-yl)-2-hydroxyethan-1-one C1CCC2=C(C=CC=C12)C1=C(C=C2C(=N1)C(=NN2)C=2C=CC(=NC2)C2CN(C2)C(CO)=O)OC